COC(C1=CC(=CC(=C1)CC#N)Cl)=O.ClC=1C=C(C(=O)OC)C=C(C1)C(C)(C)C#N Methyl 3-chloro-5-(2-cyanopropan-2-yl)benzoate Methyl-3-chloro-5-(cyanomethyl)benzoate